4'-bromo-1,1':3',1''-terphenyl BrC1=C(C=C(C=C1)C1=CC=CC=C1)C1=CC=CC=C1